4-(4-(2,5-diazabicyclo[4.1.0]heptan-2-yl)-6-chloro-8-fluoro-2-(((S)-1-methylpyrrolidin-2-yl)methoxy)quinazolin-7-yl)benzo[d]thiazol-2-amine C12N(CCNC2C1)C1=NC(=NC2=C(C(=C(C=C12)Cl)C1=CC=CC2=C1N=C(S2)N)F)OC[C@H]2N(CCC2)C